2-(indolin-1-yl)propan-1-amine dihydrochloride Cl.Cl.N1(CCC2=CC=CC=C12)C(CN)C